(S)-1-(3-(4-Amino-3-((6-chloro-1-ethyl-7-fluoro-1H-benzo[d]imidazol-5-yl)ethynyl)-1H-pyrazolo[4,3-c]pyridin-1-yl)pyrrolidin-1-yl)prop-2-en-1-one NC1=NC=CC2=C1C(=NN2[C@@H]2CN(CC2)C(C=C)=O)C#CC2=CC1=C(N(C=N1)CC)C(=C2Cl)F